FC1=CC=C(CN(C2CCC(CC2)N)C)C=C1 (1r,4r)-N1-(4-Fluorobenzyl)-N1-methylcyclohexane-1,4-diamine